Cl.COC(=O)C1=NC=CC=C1C1(CC1)NC(=O)C1(CCOCC1)N [1-[(4-Aminotetrahydropyran-4-carbonyl)amino]cyclopropyl]pyridine-2-carboxylic acid methyl ester hydrochloride